Bis(4-isocyanatocyclohexyl)methan N(=C=O)C1CCC(CC1)CC1CCC(CC1)N=C=O